COC1=CC=C(C=C1)N=CC=CC N-(4-methoxyphenyl)but-2-en-1-imine